O=C(CNC(=O)C1CCN(CC1)C(=O)C1=NC=CC=N1)NC=1C=C2CC3(C(NC4=NC=CC=C43)=O)CC2=CC1 N-(2-oxo-2-((2'-oxo-1,1',2',3-tetrahydrospiro[indene-2,3'-pyrrolo[2,3-b]pyridin]-5-yl)amino)ethyl)-1-(pyrimidine-2-carbonyl)piperidine-4-carboxamide